FC=1C=C(C=C(C1)F)N1CC(CC1=O)NC(CC1=C(C=CC(=C1)C)C)=O N-[1-(3,5-difluorophenyl)-5-oxopyrrolidin-3-yl]-2-(2,5-dimethylphenyl)acetamid